((3R,4S)-3-fluoro-1-(methylsulfonyl)piperidin-4-yl)-4-(1H-imidazol-4-yl)-5-(trifluoromethyl)pyrimidin-2-amine F[C@H]1CN(CC[C@H]1C1=C(C(=NC(=N1)N)C=1N=CNC1)C(F)(F)F)S(=O)(=O)C